N-(4'-((2-(1,1-difluoroethyl)pyrimidin-4-yl)amino)-5-(dimethylamino)-[2,3'-bipyridyl]-6'-yl)acetamide FC(C)(F)C1=NC=CC(=N1)NC1=C(C=NC(=C1)NC(C)=O)C1=NC=C(C=C1)N(C)C